COC=1C=CC(=NC1)NNC(=O)[C@@H]1C[C@@H](CCC1)NC(OC(C)(C)C)=O tertbutyl N-[(1R,3S)-3-[[(5-methoxy-2-pyridyl)amino]carbamoyl]cyclohexyl]carbamate